4,6-dichloro-2-(1-isopropyl-3,5-dimethyl-1H-pyrazol-4-yl)-2H-pyrazolo[3,4-d]pyrimidine ClC=1C=2C(N=C(N1)Cl)=NN(C2)C=2C(=NN(C2C)C(C)C)C